COC(=O)[C@@H]1CC[C@H]2N1C([C@H](C[C@H]1[C@@H](C2)C1)NC(=O)OC(C)(C)C)=O 2-methylpropan-2-yl {[(3S,6S,7aS,8aR,9aR)-3-(methoxycarbonyl)-5-oxo-1,2,3,5,6,7,7a,8a,9,9a-decahydrocyclopropa[1,2-d]pyrrolo[1,2-a]azocin-6-yl]amino}methanoate